didodecyl dipropionate C(CC)(=O)OCCCCCCCCCCCC.C(CC)(=O)OCCCCCCCCCCCC